FC1(CCN(CC1)C1=NC=CC2=C1N=C(N=C2)NC=2C(N(C=1CCN(CC1C2)C)CCOC)=O)F 3-((8-(4,4-Difluoropiperidin-1-yl)pyrido[3,4-d]pyrimidin-2-yl)amino)-1-(2-methoxyethyl)-6-Methyl-5,6,7,8-tetrahydro-1,6-naphthyridin-2(1H)-one